NC1=NC2=CC(=CC=C2C=C1C(F)F)CC[C@@H]1S[C@H]([C@@H]([C@@H]1O)O)N1C=CC2=C1N=CN=C2C (2S,3S,4R,5R)-2-(2-(2-Amino-3-(difluoromethyl)chinolin-7-yl)ethyl)-5-(4-methyl-7H-pyrrolo[2,3-d]pyrimidin-7-yl)tetrahydrothiophen-3,4-diol